N,N-bis(2-hydroxyethyl)-2-[(2-oxotetrahydrofuran-3-yl)oxycarbonyl]ethylamine OCCN(CCO)CCC(=O)OC1C(OCC1)=O